5-[(5-methoxypyridin-2-yl)methoxy]-2-(5-methylpyridin-3-yl)-1,3-benzoxazole COC=1C=CC(=NC1)COC=1C=CC2=C(N=C(O2)C=2C=NC=C(C2)C)C1